(3R)-3-amino-5-[(4-chlorophenyl)methyl]-8-fluoro-7-(6-methyl-5-phenyl-1,2,4-triazin-3-yl)-1,1-dioxo-2,3-dihydro-1λ6,5-benzothiazepin-4-one N[C@H]1CS(C2=C(N(C1=O)CC1=CC=C(C=C1)Cl)C=C(C(=C2)F)C=2N=NC(=C(N2)C2=CC=CC=C2)C)(=O)=O